C(C1=CC=CC=C1)N1C=2N(C3=C(C1=O)CN(CC3)CC3=CC(=CC=C3)F)CCCN2 6-benzyl-3-(3-fluorobenzyl)-1,2,3,4,6,8,9,10-octahydro-5H-pyrido[3,4-e]pyrimido[1,2-a]pyrimidin-5-one